C(C1=CC=CC=C1)OC=1N=CC=2C=C(C=C(C2C1)C(=O)O)C(=O)OC 3-(benzyloxy)-7-(methoxycarbonyl)isoquinoline-5-carboxylic acid